4,4'-bis(dimethylamino)-2,2'-bipyridine CN(C1=CC(=NC=C1)C1=NC=CC(=C1)N(C)C)C